ClC1=CC=C(C=C1)C1=C(C=CC=C1)CN1CC2(CNC2)C1 6-((4'-chloro-[1,1'-biphenyl]-2-yl)methyl)-2,6-diazaspiro[3.3]heptane